C(C)(C)(C)C1=CC=C(C=C1)/C(=C\C1=CC=C(C=C1)C(C)(C)C)/C1=NC2=CC=CC=C2C=C1 (E)-2-(1,2-bis(4-tert-butylphenyl)vinyl)quinoline